(R)-N-(2-(difluoromethoxy)-4-((R)-2,4-dimethylpiperazin-1-yl)phenyl)-9-methyl-6-oxo-6,7,8,9-tetrahydropyrido[3',2':4,5]pyrrolo[1,2-a]pyrazine-2-carboxamide FC(OC1=C(C=CC(=C1)N1[C@@H](CN(CC1)C)C)NC(=O)C=1C=CC=2C=C3N([C@@H](CNC3=O)C)C2N1)F